Isononanoic Acid, Sodium Salt [Na+].C(CCCCCC(C)C)(=O)[O-]